6-fluoro-5-methyl-pyridin-3-amine FC1=C(C=C(C=N1)N)C